[(3R,9aS)-3-(3-Chloro-4-fluorophenyl)-3,4,6,7,9,9a-hexahydro-1H-pyrazino[2,1-c][1,4]oxazin-8-yl]-(2-chloro-3-pyridazin-4-ylphenyl)methanon ClC=1C=C(C=CC1F)[C@@H]1CN2[C@H](CO1)CN(CC2)C(=O)C2=C(C(=CC=C2)C2=CN=NC=C2)Cl